C[C@H]1O[C@H](CN(C1)C1=NC=CC(=C1)OC1=CC(=C(N)C=C1)F)C 4-((2-((2R,6S)-2,6-dimethylmorpholino)pyridin-4-yl)oxy)-2-fluoroaniline